2-(((1R)-1-(2-(4-(4-cyanophenyl)-2-methylpiperazin-1-yl)-3,7-dimethyl-4-oxo-4H-pyrido[1,2-a]pyrimidin-9-yl)ethyl)amino)benzoic acid C(#N)C1=CC=C(C=C1)N1CC(N(CC1)C=1N=C2N(C(C1C)=O)C=C(C=C2[C@@H](C)NC2=C(C(=O)O)C=CC=C2)C)C